(S)-N-(3-chloro-2-fluorophenyl)-7-cyclopropoxy-6-(1-(pyrimidin-2-yl)ethoxy)quinazolin-4-amine ClC=1C(=C(C=CC1)NC1=NC=NC2=CC(=C(C=C12)O[C@@H](C)C1=NC=CC=N1)OC1CC1)F